(1r,3r)-8-[3-(4-chloro-2-methyl-2H-indazol-5-yl)-5-methyl-1H-pyrazolo[3,4-b]pyrazin-6-yl]-3-(trifluoromethyl)-8-azaspiro[4.5]decan-1-amine ClC=1C2=CN(N=C2C=CC1C1=NNC2=NC(=C(N=C21)C)N2CCC1(C[C@H](C[C@H]1N)C(F)(F)F)CC2)C